C(C)(C)(C)C1=CC=C(C=C1)C=1C2=CC=C(N2)C(=C2C=CC(C(=C3C=CC(=C(C=4C=CC1N4)Br)N3)C3=CC=C(C=C3)C(C)(C)C)=N2)Br 5,15-bis(4-t-butylphenyl)-10,20-dibromoporphine